C(C)(C)(C)OC(=O)N1C[C@H]([C@H](CC1)NC1=NN2C=NC(=C(C2=N1)OC(C)C)C=1C=NN(C1)C(C)OCC)C (3R,4S)-4-((7-(1-(1-ethoxyethyl)-1H-pyrazol-4-yl)-8-isopropoxy-[1,2,4]Triazolo[1,5-c]Pyrimidin-2-yl)amino)-3-methylpiperidine-1-carboxylic acid tert-butyl ester